1-vinyl-1H-1,2,4-triazole-3-carbonitrile C(=C)N1N=C(N=C1)C#N